CN(C([C@H](C)N1C=NC2=C(C1=O)C=C(N=C2C=2C=NC=CC2)C=2C=NC(=CC2)C(F)(F)F)=O)C (S)-N,N-dimethyl-2-(4-oxo-8-(pyridin-3-yl)-6-(6-(trifluoromethyl)pyridin-3-yl)pyrido[3,4-d]pyrimidin-3(4H)-yl)propanamide